4-[4-({4-[5-(tert-butoxycarbonylamino-methyl)-pyridin-2-ylcarbamoyl]-bicyclo[2.2.2]octane-1-carbonyl}-amino)-phenyl]-3,6-dihydro-2H-pyridine-1-carboxylic acid tert-butyl ester C(C)(C)(C)OC(=O)N1CCC(=CC1)C1=CC=C(C=C1)NC(=O)C12CCC(CC1)(CC2)C(NC2=NC=C(C=C2)CNC(=O)OC(C)(C)C)=O